8-(4-methyl-6-(trifluoromethyl)pyridin-3-yl)-1,4-dioxa-8-azaspiro[4.5]decane CC1=C(C=NC(=C1)C(F)(F)F)N1CCC2(OCCO2)CC1